C1(=CC=CC=C1)C(C)OC(=O)C1CCNCC1 1-Phenylethylpiperidine-4-carboxylate